C(C(C)=C)[Si](CCCOC(C(=C)C)=O)(CC(C)=C)CC(C)=C 3-(trimethallylsilyl)propyl-methacrylate